(10S,13S,16R)-16-amino-N-((S)-1-amino-1-oxo-3-phenylpropan-2-yl)-13-(4-hydroxy-2,6-dimethylbenzyl)-2-imino-4,12,15-trioxo-1,3,5,11,14-pentaazacyclononadecane-10-carboxamide N[C@H]1C(N[C@H](C(N[C@@H](CCCCNC(NC(NCCC1)=N)=O)C(=O)N[C@H](C(=O)N)CC1=CC=CC=C1)=O)CC1=C(C=C(C=C1C)O)C)=O